C(C)(C)OB(OC(C)C)OC(C)C Triisopropyl-oxyboron